4-(difluoromethyl)-3-fluoro-N-((6-methoxy-1,2-dimethyl-1H-benzimidazol-7-yl)methyl)benzamide FC(C1=C(C=C(C(=O)NCC2=C(C=CC3=C2N(C(=N3)C)C)OC)C=C1)F)F